5-methyl-1H-3,1-benzoxazine-2,4-dione CC1=CC=CC2=C1C(OC(N2)=O)=O